(1R,3S,4R,5R)-2-benzyl 3-methyl 4-allyl-4-methyl-6-oxo-2-azabicyclo[3.2.0]heptane-2,3-dicarboxylate C(C=C)[C@]1([C@H](N([C@@H]2CC([C@H]12)=O)C(=O)OCC1=CC=CC=C1)C(=O)OC)C